O1C(=CC=C1)CCOC1=C2C(=NC(=C1)C1=CNC3=CN=C(C=C31)NC(C)=O)C3(OCC2)COCC3 N-(3-(4'-(2-(furan-2-yl)ethoxy)-4,5,5',6'-tetrahydro-2H-spiro[furan-3,8'-pyrano[3,4-b]pyridin]-2'-yl)-1H-pyrrolo[2,3-c]pyridin-5-yl)acetamide